N1(CCNCC1)C1=CC(=NC=C1)NC=1SC2=C(N1)C=CC(=C2)C=2C=NNC2 N-(4-(piperazin-1-yl)pyridin-2-yl)-6-(1H-pyrazol-4-yl)benzo[d]thiazol-2-amine